5-[4-(piperazin-1-yl)piperidin-1-yl]1,3,4-thiadiazole N1(CCNCC1)C1CCN(CC1)C1=NN=CS1